C1(=CC=CC=C1)C1=NC2=CC=CC=C2C=C1N 2-phenyl-aminoquinoline